C(C)(C)(C)C1=NCC=C(C1)C=1C=NC(=NC1)Cl tert-butyl-4-(2-chloropyrimidin-5-yl)-3,6-dihydropyridine